gallium nitrate lithium [Li+].[N+](=O)([O-])[O-].[Ga+3].[N+](=O)([O-])[O-].[N+](=O)([O-])[O-].[N+](=O)([O-])[O-]